C(CCC)CC(CC(=O)[O-])=O.C(CCC)CC(CC(=O)[O-])=O.C(CCC)CC(CC(=O)[O-])=O.[Al+3] aluminum tris(n-butylacetoacetate)